{4-[(2-hydroxytetradecyl)-oxy]-phenyl}-phenyliodonium hexafluoroantimonate F[Sb-](F)(F)(F)(F)F.OC(COC1=CC=C(C=C1)[I+]C1=CC=CC=C1)CCCCCCCCCCCC